N-(3-((1s,3s)-3-(cyanomethyl)-1-(4-methyl-4H-1,2,4-triazol-3-yl)cyclobutyl)phenyl)-6-((((1-fluorocyclobutyl)methyl)amino)methyl)imidazo[1,2-a]pyridine-8-carboxamide C(#N)CC1CC(C1)(C1=NN=CN1C)C=1C=C(C=CC1)NC(=O)C=1C=2N(C=C(C1)CNCC1(CCC1)F)C=CN2